SCC[N+](C)(C)C thiacholine